N-[[6-[2-(1-Piperidyl)phenoxy]-2-pyridyl]sulfonyl]-2-(2,2,4-trimethylpyrrolidin-1-yl)pyridin-3-carboxamid N1(CCCCC1)C1=C(OC2=CC=CC(=N2)S(=O)(=O)NC(=O)C=2C(=NC=CC2)N2C(CC(C2)C)(C)C)C=CC=C1